O1C(CCCC1)O[C@@H](C)C=1N(C=CN1)CC1=NOC(=C1)C1=CC=C(C=C1)C#CC=1C=CC(=NC1)CS(=O)(=O)OC methyl (5-((4-(3-((2-((1S)-1-((tetrahydro-2H-pyran-2-yl)oxy)ethyl)-1H-imidazol-1-yl)methyl)isoxazol-5-yl)phenyl)ethynyl)pyridin-2-yl)methanesulfonate